((2-fluoro-6-(trifluoromethyl)phenyl)amino)-3-((6-methoxy-2-methylisoindol-5-yl)amino)-1,2,4-triazine-6-carboxamide FC1=C(C(=CC=C1)C(F)(F)F)NC=1N=C(N=NC1C(=O)N)NC1=CC2=CN(C=C2C=C1OC)C